(R)-1-(5'H,7'H-spiro[cyclopropane-1,4'-thieno[2,3-c]pyran]-7'-yl)-N-methylmethanamine S1C=CC2=C1[C@H](OCC21CC1)CNC